ClC1=C(C=C(C(=C1)F)F)CNC(=O)C1=C(OC=2N=CN=C(C21)NC2(CC2)C)C N-[(2-chloro-4,5-difluorophenyl)methyl]-6-methyl-4-[(1-methylcyclopropyl)amino]furo[2,3-d]pyrimidine-5-carboxamide